ClC=1C=C(C=CC1C#N)N1C(OC(C1)C(=O)NC1=CC(=NC=C1)Cl)C(F)(F)F 3-(3-Chloro-4-cyanophenyl)-N-(2-chloropyridin-4-yl)-2-(trifluoromethyl)oxazolidin-5-carboxamid